styrene n-butylacrylate t-butylacrylate C(C)(C)(C)OC(C=C)=O.C(CCC)OC(C=C)=O.C=CC1=CC=CC=C1